benzyl 3-(4-(((R)-1-(3-(difluoromethyl)-2-fluorophenyl)ethyl)amino)-2,8,8-trimethyl-7-Oxo-7,8-dihydro-6H-[1,4]oxazino[3,2-g]quinazolin-6-yl)pyrrolidine-1-carboxylate FC(C=1C(=C(C=CC1)[C@@H](C)NC1=NC(=NC2=CC3=C(C=C12)N(C(C(O3)(C)C)=O)C3CN(CC3)C(=O)OCC3=CC=CC=C3)C)F)F